C(CCC)(=O)OC(C)CCC sec-pentyl n-butyrate